[N+](=[N-])=CC(=O)NCC#C α-diazo-N-propargylacetamide